BrC1=NC=C(C(=C1)OC=1C(=NC(=NC1)N)N[C@H](C)C1CC1)C(C)C (R)-5-((2-bromo-5-iso-propyl-pyridin-4-yl)oxy)-N4-(1-cyclopropyl-ethyl)pyrimidine-2,4-diamine